BrC1=CN(C2=C(C(=CC=C12)SCCC(=O)OC)Cl)C(=O)OC(C)(C)C tert-butyl 3-bromo-7-chloro-6-((3-methoxy-3-oxopropyl) thio)-1H-indole-1-carboxylate